methyl-(S,E)-6-(2,4-dichlorophenyl)-5-(4-((1-(4-(dimethylamino)-4-oxobut-2-en-1-yl)pyrrolidin-3-yl)oxy)phenyl)-7,8-dihydronaphthalene CC1=CC=CC=2C(=C(CCC12)C1=C(C=C(C=C1)Cl)Cl)C1=CC=C(C=C1)O[C@@H]1CN(CC1)C\C=C\C(=O)N(C)C